N-(cyanomethyl)pyridineamide C(#N)CNC(=O)C1=NC=CC=C1